C(CCCCCCCCCCCCC)OC(CCSCCC(=O)OCCCCCCCCCCCCCC)=O ditetradecylthiodi-propionate